di-tert-butyl 2,2'-((bicyclo[1.1.1]pentane-1,3-diylbis(methylene))bis(oxy))diacetate C12(CC(C1)(C2)COCC(=O)OC(C)(C)C)COCC(=O)OC(C)(C)C